2-(2,4-Difluorophenyl)-2-methylpropionitrile FC1=C(C=CC(=C1)F)C(C#N)(C)C